C1=CC(=C(C=C1CC[NH3+])O)OS(=O)(=O)[O-] The molecule is a zwitterion obtained by transfer of a proton from the sulfonyl to the amino group of dopamine 4-O-sulfate; major species at pH 7.3. It has a role as a human blood serum metabolite and a human urinary metabolite. It is a tautomer of a dopamine 4-O-sulfate.